N-(4-chlorobenzyl)-4-(3-(pyridin-4-ylmethyl)ureido)benzenesulfonamide ClC1=CC=C(CNS(=O)(=O)C2=CC=C(C=C2)NC(=O)NCC2=CC=NC=C2)C=C1